(methyl)carbamic acid tert-butylButyl ester C(C)(C)(C)C(CCC)OC(NC)=O